C(C#CC)N1C=CC2=C1N=C(C=C2C=O)Cl 1-(but-2-yn-1-yl)-6-chloro-1H-pyrrolo[2,3-b]pyridine-4-carbaldehyde